BrC=1C=C(C=C2CCCN(C12)[C@H]1C[C@@H](N(C1)C(=O)OC(C)(C)C)CO)Cl (2R,4S)-tert-butyl 4-(8-bromo-6-chloro-3,4-dihydroquinolin-1(2H)-yl)-2-(hydroxymethyl)pyrrolidine-1-carboxylate